2-(4-(8-Chloro-7-((2-methyl-1-((2-(trimethylsilyl)ethoxy)methyl)-1H-benzo[d]imidazol-6-yl)oxy)quinoxalin-2-yl)-1H-pyrazol-1-yl)-1-(pyrrolidin-1-yl)ethan-1-one ClC=1C(=CC=C2N=CC(=NC12)C=1C=NN(C1)CC(=O)N1CCCC1)OC=1C=CC2=C(N(C(=N2)C)COCC[Si](C)(C)C)C1